CN1C=NC2=C1C=C(C=C2)C 3,5-dimethyl-benzimidazole